3-chloro-N-((4-chloro-2-(cyclopropylamino)-6-methylphenyl)thiocarbamoyl)-5-(trifluoromethyl)picolinamide ClC=1C(=NC=C(C1)C(F)(F)F)C(=O)NC(NC1=C(C=C(C=C1C)Cl)NC1CC1)=S